(tert-butoxy)-N-({2-[2-({[(3-fluoro(2-pyridyl))cyclobutyl]methyl}amino)pyrimidin-5-yl](1,3-thiazol-5-yl)}methyl)carboxamide C(C)(C)(C)OC(=O)NCC1=CN=C(S1)C=1C=NC(=NC1)NCC1(CCC1)C1=NC=CC=C1F